(E)-2-(2,6-dimethoxy-4-(2-(3'-hydroxymethyl-2-methylbiphenyl-3-yl)vinyl)benzylamino)-3-hydroxy-2-methylpropionic acid COC1=C(CNC(C(=O)O)(CO)C)C(=CC(=C1)\C=C\C=1C(=C(C=CC1)C1=CC(=CC=C1)CO)C)OC